O1COC2=C1C=CC(=C2)CC(C)N(C([C@H](C)NC(OC(C)(C)C)=O)=O)C tert-butyl ((2S)-1-((1-(benzo[d][1,3]dioxol-5-yl)propan-2-yl)(methyl)amino)-1-oxopropan-2-yl)carbamate